CS methylmercaptan